4-(1-phenylbenzimidazol-2-yl)aniline C1(=CC=CC=C1)N1C(=NC2=C1C=CC=C2)C2=CC=C(N)C=C2